C(C=C)(=O)N1[C@H](C=2NC3=CC=CC=C3C2C[C@@H]1C(=O)OC)C1=CC2=C(OCO2)C=C1 methyl (1S,3R)-2-acryloyl-1-(benzo[d][1,3]dioxol-5-yl)-2,3,4,9-tetrahydro-1H-pyrido[3,4-b]indole-3-carboxylate